N-((5-chloro-6-(thiazol-4-ylmethoxy)-1H-indol-2-yl)methyl)acetamide ClC=1C=C2C=C(NC2=CC1OCC=1N=CSC1)CNC(C)=O